3-[(2-Hydroxycyclopentyl)oxy]-5-(5-methyl-1,3-thiazol-2-yl)benzoic acid methyl ester COC(C1=CC(=CC(=C1)C=1SC(=CN1)C)OC1C(CCC1)O)=O